C(#N)C(=CC1=C(N(C(=C1)C)C=1SC(=C(C1C#N)C)C)C)C1=NC=2C(=NC=C(C2)OC)N1 2-(3-(2-cyano-2-(6-methoxy-3H-imidazo[4,5-b]pyridin-2-yl)vinyl)-2,5-dimethyl-1H-pyrrol-1-yl)-4,5-dimethylthiophene-3-carbonitrile